N[C@@H]1[C@H](CCC1)C1=C(C2=NC(=CC(=C2S1)NCC=1SC=CC1)Cl)Cl 2-((1S,2S)-2-aminocyclopentyl)-3,5-dichloro-N-(thiophen-2-ylmethyl)thieno[3,2-b]pyridin-7-amine